FC1=CC=C(CC2=CC3=C(OC[C@@H](N3)C)N=C2C(=O)OC)C=C1 methyl (S)-7-(4-fluorobenzyl)-2-methyl-2,3-dihydro-1H-pyrido[2,3-b][1,4]oxazine-6-carboxylate